Tris-inosine phosphate P(=O)(O)(O)O.[C@@H]1([C@H](O)[C@H](O)[C@@H](CO)O1)N1C=NC=2C(O)=NC=NC12.[C@@H]1([C@H](O)[C@H](O)[C@@H](CO)O1)N1C=NC=2C(O)=NC=NC12.[C@@H]1([C@H](O)[C@H](O)[C@@H](CO)O1)N1C=NC=2C(O)=NC=NC12